C1(CC1)C=1C=C(C(=O)N2CCC(CC2)CCCCNC(\C=C\C2=NC(=CN=C2)C)=O)C=CC1N1CCN(CC1)CCCCSC1=C2CN(C(C2=CC=C1)=O)C1C(NC(CC1)=O)=O (E)-N-(4-(1-(3-cyclopropyl-4-(4-(4-((2-(2,6-dioxopiperidin-3-yl)-1-oxoisoindolin-4-yl)thio)butyl)piperazin-1-yl)benzoyl)piperidin-4-yl)butyl)-3-(6-methylpyrazin-2-yl)acrylamide